The molecule is a fatty acid-taurine conjugate obtained by deprotonation of the sulfonate group of N-tetradecanoyltaurine; major species at pH 7.3. It is a conjugate base of a N-tetradecanoyltaurine. CCCCCCCCCCCCCC(=O)NCCS(=O)(=O)[O-]